N1N=CC(=C1)C1=CC=C(CN(C(=O)[C@H]2CN(CCC2)C=2C=C(OC(C(=O)N3CCN(CC3)C(=O)OC(C)(C)C)(C)C)C=C(C2)C(F)(F)F)C2CC2)C=C1 tert-butyl (R)-4-(2-(3-(3-((4-(1H-pyrazol-4-yl)benzyl)(cyclopropyl) carbamoyl)piperidin-1-yl)-5-(trifluoromethyl)phenoxy)-2-methylpropanoyl)piperazine-1-carboxylate